dibromo-o-phenylene ether BrC=1C(=C2C(=CC1)O2)Br